N-[4-fluoro-5-(2-morpholin-4-yl-1,4,5,6-tetrahydropyrimidin-5-yl)-2-[rac-(3R,5S)-3,4,5-trimethylpiperazin-1-yl]phenyl]-6-oxo-4-(trifluoromethyl)-1H-pyridine-3-carboxamide FC1=CC(=C(C=C1C1CN=C(NC1)N1CCOCC1)NC(=O)C1=CNC(C=C1C(F)(F)F)=O)N1C[C@H](N([C@H](C1)C)C)C |r|